N[C@@H]1C[C@@H](N(C1)C(=O)OC(C)(C)C)C tert-butyl (2S,4R)-4-amino-2-methylpyrrolidine-1-carboxylate